ClC1=C(C=CC=C1)[C@H]1CC[C@H](N1C(=O)C1=CC(=C(C=C1)C1=CC=CC=C1)F)C(=O)O (2S,5R)-5-(2-chlorophenyl)-1-(2-fluoro-[1,1'-biphenyl]-4-carbonyl)pyrrolidine-2-carboxylic acid